COC(=O)C1(CC=2C(=C(NC(C2C)=O)C)C1)C(=O)OC 1,4-dimethyl-3-oxo-5,7-dihydro-2H-cyclopenta[c]Pyridine-6,6-dicarboxylic acid dimethyl ester